NC1CCC(CC1)NC1=NC=CC(=N1)C=1C(=NC=CC1)OC1=C(C=C(C=C1F)NS(=O)(=O)C1=C(C=CC=C1)Cl)Cl N-[4-[[3-[2-[(4-aminocyclohexyl)amino]pyrimidin-4-yl]-2-pyridyl]oxy]-3-chloro-5-fluoro-phenyl]-2-chloro-benzenesulfonamide